azetidin-3-yl (S)-1-(6-(5-(6-methylpyridin-2-yl)-1H-imidazol-4-yl)quinolin-3-yl)pyrrolidine-3-carboxylate CC1=CC=CC(=N1)C1=C(N=CN1)C=1C=C2C=C(C=NC2=CC1)N1C[C@H](CC1)C(=O)OC1CNC1